COS(=O)(=O)C1=C(C=C(C=C1)C)C1CCN(CC1)C1=CC=C(C=2OCCOC21)C(NC2C(NC(CC2)=O)=O)=O (1-(8-((2,6-dioxopiperidin-3-yl)carbamoyl)-2,3-dihydrobenzo[b][1,4]dioxin-5-yl)piperidin-4-yl)4-methylbenzenesulfonic acid methyl ester